CN(C(=O)N1CC=2NC(=NC2C1)C1=NC=CC(=C1)C=1C(=NNC1)C1=NC(=CC=C1)C)C N,N-Dimethyl-2-(4-(3-(6-methylpyridin-2-yl)-1H-pyrazol-4-yl)pyridin-2-yl)-4,6-dihydropyrrolo[3,4-d]imidazol-5(1H)-carboxamide